methyl 5-(2-((6-cyano-1H-indol-1-yl)methyl)-1H-imidazol-1-yl)pentanoate C(#N)C1=CC=C2C=CN(C2=C1)CC=1N(C=CN1)CCCCC(=O)OC